6-Chloro-4-(7-chloro-2-methyl-1-naphthyl)-5-hydroxy-2-methyl-3(2H)-pyridazinone ClC=1C(=C(C(N(N1)C)=O)C1=C(C=CC2=CC=C(C=C12)Cl)C)O